C(C)OC(=O)C1=CC=NC2=CC=C(C=C12)Br.C1(=CC=C(C=C1)C1CN(C1)C=1C=C2C(=CC=NC2=CC1)C(=O)OCC)C Ethyl 6-(3-(p-tolyl)azetidin-1-yl)quinoline-4-carboxylate Ethyl-6-bromoquinoline-4-carboxylate